3-(azepan-1-yl)-4-(4-methyl-5-methylsulfanyl-1,2,4-triazol-3-yl)aniline N1(CCCCCC1)C=1C=C(N)C=CC1C1=NN=C(N1C)SC